N1=C(C=CC2=CC=CC=C12)C1OC(=C(C1=O)OS(=O)(=O)C1=CC=CC=C1)N 2-(2-quinolinyl)-4-[[phenylsulfonyl]oxy]-5-amino-3(2H)-furanone